C(C=C)C=1C(=C(C=CC1)OP(OC1=C(C(=CC=C1)CC=C)O)(OC1=C(C(=CC=C1)CC=C)O)=O)O phosphoric acid-tris(3-allyl-2-hydroxyphenyl) ester